BrC=1C=C(C=CC1C)NCC1=C(C=CC=C1)C(=O)N ((3-bromo-4-methylphenyl)aminomethyl)benzenecarboxamide